4-ETHYL-4-FORMYL-TETRAHYDROPYRAN C(C)C1(CCOCC1)C=O